CC1=C(C(=CC=C1)C)C1=CC=NC2=CC(=CC=C12)O[C@@H](C(=O)N1C[C@@H](CCC1)S(=O)(=O)N)C (3R)-1-[(2R)-2-[[4-(2,6-dimethylphenyl)-7-quinolyl]oxy]propanoyl]piperidine-3-sulfonamide